NC=1N=CC2=C(N1)NC=C2 2-amino-7H-pyrrolo[2,3-d]pyrimidine